FC(C(C(C(F)(F)F)(C(F)(F)F)OC=C(C(C(F)(F)F)(F)F)F)(F)F)(F)F 1,1,1,2,2,4,4,4-octafluoro-3-(2,3,3,4,4,4-hexafluorobut-1-enoxy)-3-(trifluoromethyl)butane